ruthenium-tin oxide [Sn]=O.[Ru]